N[C@@H](C1=C(C=C(C(=C1)Cl)Cl)O)C1CCN(CC1)C1=NC(=CC=C1)N (R)-2-(amino(1-(6-aminopyridin-2-yl)piperidin-4-yl)methyl)-4,5-dichlorophenol